((1s,3s)-3-hydroxy-3-methylcyclobutyl)(6-((2-methyl-1H-pyrrolo[2,3-b]pyridin-1-yl)methyl)-2-azaspiro[3.3]hept-2-yl)methanone OC1(CC(C1)C(=O)N1CC2(C1)CC(C2)CN2C(=CC=1C2=NC=CC1)C)C